(S)-1-acetylpiperidine-2-carboxylic acid C(C)(=O)N1[C@@H](CCCC1)C(=O)O